((6-aminopyridin-3-yl)ethynyl)-4-methyl-N-(4-((4-methylpiperazin-1-yl)methyl)-3-(trifluoromethyl)phenyl)benzamide NC1=CC=C(C=N1)C#CC1=C(C(=O)NC2=CC(=C(C=C2)CN2CCN(CC2)C)C(F)(F)F)C=CC(=C1)C